O[C@@]1([C@@H]2CCN([C@@H]2CCC1)C(=O)OC)C#CC1=CC(=CC=C1)C methyl (3aR,4S,7aR)-4-hydroxy-4-[2-(3-methylphenyl)ethynyl]octahydro-1H-indole-1-carboxylate